FC(OC1=C(C(=C(C=C1)C1=CN=C2N1C=CN=C2NC2=CC(=C(C(=O)NCCNC(CN(C)C)=O)C=C2)CC)F)F)F 4-[[3-[4-(difluoromethoxy)-2,3-difluorophenyl]imidazo[1,2-a]pyrazin-8-yl]amino]-N-[2-[[2-(dimethylamino)acetyl]amino]ethyl]-2-ethylbenzamide